N-[(2R)-1-hydroxyhex-4-yn-2-yl]carbamic acid tert-butyl ester C(C)(C)(C)OC(N[C@@H](CO)CC#CC)=O